C(C1=CC=CC=C1)OC1=C2C(=NC(=N1)CC1(CC1)C#N)N(N=C2)C2=C(C=C(C=C2)F)F 1-[[4-benzyloxy-1-(2,4-difluorophenyl)pyrazolo[3,4-d]pyrimidin-6-yl]methyl]cyclopropanecarbonitrile